(R)-N-(1-cyanocyclopropyl)-9-(5-(difluoromethyl)-1,3,4-thiadiazol-2-yl)-4-(2-methylpiperazin-1-yl)-9H-pyrimido[4,5-b]indole-7-sulphonamide C(#N)C1(CC1)NS(=O)(=O)C1=CC=C2C3=C(N(C2=C1)C=1SC(=NN1)C(F)F)N=CN=C3N3[C@@H](CNCC3)C